BrC=1C=NN2C1N=C(C=C2)Cl 3-bromo-5-chloro-pyrazolo[1,5-a]pyrimidine